perfluorooctanesulfonic acid anion FC(C(C(C(C(C(C(C(F)(F)F)(F)F)(F)F)(F)F)(F)F)(F)F)(F)F)(S(=O)(=O)[O-])F